6-((2S,3R)-2-benzyl-3-(difluoromethoxy)pyrrolidin-1-yl)-4-morpholinopyridin-2(1H)-one C(C1=CC=CC=C1)[C@@H]1N(CC[C@H]1OC(F)F)C1=CC(=CC(N1)=O)N1CCOCC1